FC(OC1=CC=C(C=C1)C1=CN=C2N1C=CN=C2NC2=CC(=C(C=C2)C(=O)N2CCN(CC2)C(=O)N2CC(OCC2)CN(C)C)C)F [4-[[3-[4-(difluoromethoxy)phenyl]imidazo[1,2-a]pyrazin-8-yl]amino]-2-methyl-phenyl]-[4-[2-[(dimethylamino)meth-yl]morpholine-4-carbonyl]piperazin-1-yl]methanone